C([C@H](CCC)O)O (S)-1,2-pentanediol